4-bromo-3,6-difluorobenzoate BrC1=C(C=C(C(=O)[O-])C(=C1)F)F